C1(=CCCCC1)[C@@H]1[C@@H](C2=CC=C(C=C2CC1)O)C1=CC=C(C=C1)N1CCC(CC1)C(OC)OC (1R,2S)-2-(cyclohexen-1-yl)-1-[4-[4-(dimethoxymethyl)-1-piperidyl]phenyl]tetralin-6-ol